NC1=NC=CC=C1C1=NC=2C(=NC(=CC2)C=2C=C(C=CC2)NC(C)=O)N1C1=CC=C(C=C1)CN1CCN(CC1)C1=CN=NC(=C1)C#N N-(3-(2-(2-aminopyridin-3-yl)-3-(4-((4-(6-cyanopyridazin-4-yl)piperazin-1-yl)methyl)phenyl)-3H-imidazo[4,5-b]pyridin-5-yl)phenyl)acetamide